CC1(N(CCC(C1)C1=NN(C=C1)C=1N=C(C2=C(N1)C=CC=N2)N2CCOCC2)C(=O)OC(C)(C)C)C tert-butyl 2,2-dimethyl-4-[1-(4-morpholinopyrido[3,2-d]pyrimidin-2-yl)pyrazol-3-yl]piperidine-1-carboxylate